C(C)C=1C=C(C=CC1CO)C(C)=O 1-[3-ethyl-4-(hydroxymethyl)phenyl]ethanone